N-(3-(3-(6-Bromo-7-(((S)-1-(ethylsulfonyl)pyrrolidin-3-yl)amino)-1H-imidazo[4,5-b]pyridin-2-yl)-2,5-dimethyl-1H-pyrrol-1-yl)-2-methylphenyl)-2-(4-methylpiperazin-1-yl)acetamid BrC=1C(=C2C(=NC1)N=C(N2)C2=C(N(C(=C2)C)C=2C(=C(C=CC2)NC(CN2CCN(CC2)C)=O)C)C)N[C@@H]2CN(CC2)S(=O)(=O)CC